O[C@@H]1CN(CC[C@@]12NCC1=CC=CC=C1C2)C(=O)C=2N=C1N(C=C(C=C1I)C)C2 [(3R,3'R)-3'-hydroxy-1,4-dihydro-1'H,2H-spiro[isoquinoline-3,4'-piperidin]-1'-yl](8-iodo-6-methylimidazo[1,2-a]pyridin-2-yl)methanone